4-[[4-[2-(cyclopentyloxy)-3-pyridinyl]-2,6-difluoro-phenoxy]methyl]pyridin-2-ol C1(CCCC1)OC1=NC=CC=C1C1=CC(=C(OCC2=CC(=NC=C2)O)C(=C1)F)F